C(OC(C)(C)C)(O[C@@H]1[C@H](O[C@H]([C@H]1F)N1C2=NC(=NC(=C2N=C1)SC1CCCC1)Cl)CO)=O tert-butyl ((2R,3R,4S,5R)-5-(2-chloro-6-(cyclopentylthio)-9H-purin-9-yl)-4-fluoro-2-(hydroxymethyl)tetrahydrofuran-3-yl) carbonate